CN1N=C(N=N1)C=1C(=NC(=NC1)O)O 5-(2-methyl-2H-tetrazol-5-yl)pyrimidine-2,4-diol